5-(2-(3-(1-(azetidin-1-yl)ethyl)phenylamino)-5-methylpyrimidin-4-ylamino)benzo[d]oxazol-2(3H)-one N1(CCC1)C(C)C=1C=C(C=CC1)NC1=NC=C(C(=N1)NC=1C=CC2=C(NC(O2)=O)C1)C